C=1(C(=C(C(=C(C1[2H])[2H])[2H])C=1C=CC2=C(C1)C=1N=CN=C(C1O2)C2=CC(=CC=C2)C2=CC=CC1=C2SC2=C1C=CC=C2)[2H])C2=C(C(=C(C(=C2[2H])[2H])C2=C(C(=C(C(=C2[2H])[2H])[2H])[2H])[2H])[2H])[2H] 8-(1,1':4',1''-terphenyl-3-yl-2,4,5,6,2',3',5',6',2'',3'',4'',5'',6''-d13)-4-[3-(dibenzothiophen-4-yl)phenyl]-[1]benzofuro[3,2-d]pyrimidine